BrC1=CC=2C(C3=CC=CC=C3C2C=C1)(CCCCOC1=CC=C(C=C1)C=C)C1=CC=CC=C1 2-bromo-9-phenyl-9-(4-(4-vinylphenoxy)butyl)-9H-fluorene